C(C=C)(=O)N1CCC2(C3=C(C(NC2)=O)C(=C(N3)C3=NC(=NC=C3)N)NC3=C(C(=CC=C3)F)OC)CC1 1-acryloyl-2'-(2-aminopyrimidin-4-yl)-3'-((3-fluoro-2-methoxyphenyl)amino)-5',6'-dihydrospiro[piperidine-4,7'-pyrrolo[3,2-c]pyridin]-4'(1'H)-one